ClC1=CC=C(C=C1)[13C](=O)N (4-chlorophenyl)carboxamide-13C